C(C1=CC=CC=C1)NC1=C2C(N(C(=NC2=CC=C1)C)C1C(NC(CC1)=O)=O)=O 3-(5-(benzylamino)-2-methyl-4-oxoquinazolin-3(4H)-yl)piperidine-2,6-dione